FC1=C(C=C(C=C1)NC(=O)C=1N(C=C2C1OCC1C(NS2(=O)=O)CN(C1)C=1C=NC=CC1)C)C N-(4-Fluoro-3-methylphenyl)-7-methyl-2-(pyridin-3-yl)-2,3,3a,4,10,10a-hexahydro-1H,7H-dipyrrolo[3,4-b:3',4'-f][1,4,5]oxathiazocin-8-carboxamid-5,5-dioxid